COC1=C(C=CC(=C1)C1=NN(C2=C1C=NC=1C=CC(=CC21)OC)C2=CC=CC=C2)O 2-methoxy-4-(8-methoxy-1-phenyl-1H-pyrazolo[4,3-c]quinolin-3-yl)phenol